10-[5-[(2R)-2-(2,5-difluorophenyl)pyrrolidin-1-yl]pyrazolo[1,5-a]pyrimidin-3-yl]dec-9-ynal FC1=C(C=C(C=C1)F)[C@@H]1N(CCC1)C1=NC=2N(C=C1)N=CC2C#CCCCCCCCC=O